[4-(2-hydroxyethoxy)-phenyl]-2-hydroxy-methylpropane OCCOC1=CC=C(C=C1)C(C(C)O)C